3-(difluoromethyl)-N'-(4-(2-fluorophenoxy)phenyl)-1-methyl-1H-pyrazole-4-hydrazide FC(C1=NN(C=C1C(=O)NNC1=CC=C(C=C1)OC1=C(C=CC=C1)F)C)F